tert-Butyl 3-(2-(nonyl(4-oxo-4-(pentyloxy)butyl)amino)ethyl)piperidine-1-carboxylate C(CCCCCCCC)N(CCC1CN(CCC1)C(=O)OC(C)(C)C)CCCC(OCCCCC)=O